methyl 3-(methoxymethyl)-7-nitro-2,3-dihydrobenzo[b][1,4]dioxine-6-carboxylate COCC1OC2=C(OC1)C=C(C(=C2)C(=O)OC)[N+](=O)[O-]